(R)-4-(5-bromo-7H-pyrrolo[2,3-d]pyrimidin-4-yl)-2-methylpiperazine-1-carboxylic acid tert-butyl ester C(C)(C)(C)OC(=O)N1[C@@H](CN(CC1)C=1C2=C(N=CN1)NC=C2Br)C